BrC=1C(=NC(=NC1)NC=1C(=NC(=C(C1)CC)N1CCC(CC1)N1CCN(CC1)C)OCC(F)(F)F)NC=1C(=C2N=CC=NC2=CC1)NS(=O)(=O)C N-(6-((5-bromo-2-((5-ethyl-6-(4-(4-methylpiperazin-1-yl)piperidin-1-yl)-2-(2,2,2-trifluoroethoxy)pyridin-3-yl)amino)pyrimidin-4-yl)amino)quinoxalin-5-yl)methanesulfonamide